ClC1=CC=C(C=C1)N1C(=NC=2N(C(N(C(C12)=O)CC(=O)N)=O)CC1CCN(CC1)S(=O)(=O)C)C1=NC=CC=C1Cl 2-[7-(4-chlorophenyl)-8-(3-chloropyridin-2-yl)-3-[(1-methanesulfonylpiperidin-4-yl)methyl]-2,6-dioxopurin-1-yl]acetamide